5-({1-[(benzyloxy)carbonyl]piperidin-4-yl}sulfonamido)-1,3-thiazole-4-carboxylic acid C(C1=CC=CC=C1)OC(=O)N1CCC(CC1)S(=O)(=O)NC1=C(N=CS1)C(=O)O